[C@H]12[C@H](NC[C@@H]2C1)C(=O)O (1S,2S,5R)-3-azabicyclo[3.1.0]hex-ane-2-carboxylic acid